((5R,9S)-3-(3-Fluorophenyl)-2-methyl-4,5,6,7,8,9-hexahydro-2H-5,9-epiminocycloocta[c]pyrazol-10-yl)(furo[3,2-b]pyridin-6-yl)methanone FC=1C=C(C=CC1)C1=C2C(=NN1C)[C@@H]1CCC[C@H](C2)N1C(=O)C=1C=C2C(=NC1)C=CO2